N[C@@H](C)C=1N(C(C2=C(C=CC=C2C1)C#CC=1C=NN2C1OCCC2)=O)C2=CC=CC=C2 (S)-3-(1-aminoethyl)-8-((6,7-dihydro-5H-pyrazolo[5,1-b][1,3]oxazin-3-yl)ethynyl)-2-phenylisoquinolin-1(2H)-one